O=C1NC(CC[C@@H]1N1C(N(C2=C1C=CC=C2)C)=O)=O 1-[(3S)-2,6-dioxopiperidin-3-yl]-3-methyl-2-oxo-2,3-dihydro-1H-benzimidazol